dimethyl-9-fluorenylsilane C[SiH](C1C2=CC=CC=C2C=2C=CC=CC12)C